(3,7-bis(dimethyl-amino)-10H-phenothiazine-10-carbonyl)-tryptophyl-leucyl-tyrosyl-threonyl-seryl-tyrosyl-leucyl-tyrosyl-seryl-serine CN(C=1C=CC=2N(C3=CC=C(C=C3SC2C1)N(C)C)C(=O)N[C@@H](CC1=CNC2=CC=CC=C12)C(=O)N[C@@H](CC(C)C)C(=O)N[C@@H](CC1=CC=C(C=C1)O)C(=O)N[C@@H]([C@H](O)C)C(=O)N[C@@H](CO)C(=O)N[C@@H](CC1=CC=C(C=C1)O)C(=O)N[C@@H](CC(C)C)C(=O)N[C@@H](CC1=CC=C(C=C1)O)C(=O)N[C@@H](CO)C(=O)N[C@@H](CO)C(=O)O)C